NC(C)C1(CCN(CC1)C=1C(=NC(=C(N1)C)C1=C(C(=NC=C1)OC)Cl)CO)C (3-(4-(1-aminoethyl)-4-methylpiperidin-1-yl)-6-(3-chloro-2-methoxypyridin-4-yl)-5-methylpyrazin-2-yl)methanol